FC1=CC=C(C=C1)C=1C=C(C(=NC1)CNC(OC(C)(C)C)=O)C=1OC=CN1 tert-butyl ((5-(4-fluorophenyl)-3-(oxazol-2-yl)pyridin-2-yl)methyl)carbamate